NCCCCCCCCCCCCCCOOOOONC=1C=2N=CN([C@H]3[C@H](O)[C@H](O)[C@@H](CO)O3)C2N=CN1 N6-(19-Amino-pentaoxanonadecyl)adenosine